C1(CC1)C1=NN(C=N1)C1CC2(CN(C2)C(=O)N2CC(C2)\C=C\C2=CC(=CC=C2)F)C1 [6-(3-cyclopropyl-1,2,4-triazol-1-yl)-2-azaspiro[3.3]heptan-2-yl]-[3-[(E)-2-(3-fluorophenyl)vinyl]azetidin-1-yl]methanone